C(C)(C)N(P(N(C(C)C)C(C)C)OCCCCCC(C)C)C(C)C N,N,N',N'-tetraisopropyl-1-(6-methylheptyloxy)phosphanediamine